propylisocyanate C(CC)N=C=O